COC1=CC=C(C=C1)C1(C=CC2=C(O1)C=1C=C(C=3C=CC=CC3C1C(=C2CO)C2=CC=CC=C2)OC)C=2C=CC1=C(CC(O1)C)C2 3-(4-methoxyphenyl)-3-(2-methyl-2,3-dihydrobenzofuran-5-yl)-6-methoxy-12-hydroxymethyl-11-phenyl-3H-phenanthro[1,2-b]pyran